1-(5-tert-butylisoxazol-3-yl)-3-(4-(5-methylsulfanyl-1-(4-(2-morpholinoethoxy)phenyl)-1H-1,2,3-triazol-4-yl)phenyl)-urea C(C)(C)(C)C1=CC(=NO1)NC(=O)NC1=CC=C(C=C1)C=1N=NN(C1SC)C1=CC=C(C=C1)OCCN1CCOCC1